C(#N)[C@@]1(COCC2=CC=C(C=C12)C(=O)O)C (4R)-4-cyano-4-methyl-isochromane-6-carboxylic acid